FC1=C(C(=CC=C1)C)N1N=C2C(=CC1=O)NN=C2C2=CC=C1CCN(CC1=C2)C(CN2CCOCC2)=O 5-(2-Fluoro-6-methylphenyl)-3-(2-(2-morpholinoacetyl)-1,2,3,4-tetrahydroisochinolin-7-yl)-1H-pyrazolo[4,3-c]pyridazin-6(5H)-on